laurylmethanol C(CCCCCCCCCCC)CO